2-[(2R)-3-(3,4-Dihydro-1H-isochinolin-2-yl)-2-hydroxy-propyl]-6-(2-oxoazetidin-1-yl)-3,4-dihydroisochinolin-1-on C1N(CCC2=CC=CC=C12)C[C@H](CN1C(C2=CC=C(C=C2CC1)N1C(CC1)=O)=O)O